N-(4-(6-isopropoxypyridin-3-yl)phenyl)-2-(pyridin-2-yl)cyclopropane-1-carboxamide C(C)(C)OC1=CC=C(C=N1)C1=CC=C(C=C1)NC(=O)C1C(C1)C1=NC=CC=C1